(1-ethyl-5-methoxy-1H-pyrazol-3-yl)methanol C(C)N1N=C(C=C1OC)CO